3-(1-(2-(tert-butoxy)-2-oxoethyl)-1H-indol-3-yl)propionic acid C(C)(C)(C)OC(CN1C=C(C2=CC=CC=C12)CCC(=O)O)=O